C1(=CC=CC=C1)N(C1=CC=C(C=C1)C1=CC=C(C=C1)C1=CC=CC=C1)C1=CC=C(C=C1)B1OC(C(O1)(C)C)(C)C N-phenyl-N-[4-(4,4,5,5-tetramethyl-1,3,2-dioxaborolan-2-yl)phenyl]-(1,1':4',1''-terphenyl)-4-amine